N[C@@H](C(=O)N)CCC=1N=NN(C1)C(COC(CO)CO)(COC(CO)CO)CO (R)-2-amino-4-(1-(1,3-bis((1,3-dihydroxypropan-2-yl)oxy)-2-(hydroxymethyl)propan-2-yl)-1H-1,2,3-triazol-4-yl)butanamide